COC(=O)[C@H]1C([C@@H]1C=C(Cl)Cl)(C)C.C(C)OC1=NC(=NC=C1C(=O)NC=1C=C(C=2N(C1)C=C(N2)C)F)SC 4-ethoxy-N-(8-fluoro-2-methylimidazo[1,2-a]pyridin-6-yl)-2-(methylthio)pyrimidine-5-carboxamide Methyl-(1R,3S)-3-(2,2-dichlorovinyl)-2,2-dimethylcyclopropanecarboxylate